C(C)(C)C1=C(C(=CC(=C1)C(C)C)C(C)C)C1=CC=CC=C1 2',4',6'-tris(isopropyl)[1,1'-biphenyl]